C(C)(C)(C)OC(=O)N[C@@H]1[C@H](C[C@H](CC1)F)C(=O)OCC ethyl (1S,2S,5S)-2-((tert-butoxycarbonyl)amino)-5-fluorocyclohexane-1-carboxylate